C(C)(C)(C)[S@@](=O)\N=C/1\C2=CC=CC=C2CC12CCN(CC2)C(=O)OC(C)(C)C Tert-butyl (R,E)-1-((tert-butyl sulfinyl)imino)-1,3-dihydrospiro[indene-2,4'-piperidine]-1'-carboxylate